C1(CC1)C(\C(=C(/C(=O)OCC)\CCC=1SC=CC1)\C)CC(C(N1CCCCC1)=O)(F)F Ethyl (Z)-4-cyclopropyl-6,6-difluoro-3-methyl-7-oxo-7-(piperidin-1-yl)-2-(2-(thiophen-2-yl)ethyl)hept-2-enoate